[O-]P([O-])(=O)OP(=O)([O-])[O-].[Li+].[Li+].[Li+].[Li+] lithium pyrophosphate salt